3,5-dipropyl-6-heptene C(CC)C(CC)CC(C=C)CCC